(R)-2-methyl-N-((R)-1-(3-methylisoxazolo[4,5-c]pyridin-6-yl)ethyl)propane-2-sulfinamide CC(C)(C)[S@@](=O)N[C@H](C)C1=CC2=C(C=N1)C(=NO2)C